C(CCC)OC=1C=C2C=C(C(=CC2=CC1)C#N)C#N 6-n-butoxy-2,3-dicyanonaphthalene